Benzyl 1-((2-((((9H-fluoren-9-yl)methoxy)carbonyl)amino)acetamido)methoxy)cyclobutane-1-carboxylate C1=CC=CC=2C3=CC=CC=C3C(C12)COC(=O)NCC(=O)NCOC1(CCC1)C(=O)OCC1=CC=CC=C1